tert-butyl N-[1-[4-[1-(2,6-dioxo-3-piperidyl)-3-methyl-2-oxo-benzimidazol-5-yl] cyclohexyl]-4-piperidyl]carbamate O=C1NC(CCC1N1C(N(C2=C1C=CC(=C2)C2CCC(CC2)N2CCC(CC2)NC(OC(C)(C)C)=O)C)=O)=O